NC1=CC(=NC=N1)C(COC)NC(OC(C)(C)C)=O tert-butyl (1-(6-aminopyrimidin-4-yl)-2-methoxyethyl)carbamate